2,4,6-trimethylbenzoyl chloride CC1=C(C(=O)Cl)C(=CC(=C1)C)C